FC=1C=C(C=CC1F)N1C(CCC1C1=NC2=C(N1[C@H]1C[C@@H](CC1)OCC)C=CC(=C2)C=2C(=NOC2C)C)=O 1-(3,4-difluorophenyl)-5-(5-(3,5-dimethylisoxazol-4-yl)-1-(trans-(1r,3r)-3-ethoxycyclopentyl)-1H-benzo[d]imidazol-2-yl)pyrrolidin-2-one